(E)-2-(1,2-diphenylvinyl)-5-methylpyridine C1(=CC=CC=C1)/C(=C\C1=CC=CC=C1)/C1=NC=C(C=C1)C